phenyl-2,2,2-trifluoroethyl sulfoxide C1(=CC=CC=C1)C(C(F)(F)F)S(=O)C(C(F)(F)F)C1=CC=CC=C1